C(C#CC)(=O)N1C[C@H](CCC1)C1=C2C(=C(NC2=C(C=C1F)C(=O)N)C)Cl (R)-4-(1-(but-2-ynoyl)piperidin-3-yl)-3-chloro-5-fluoro-2-methyl-1H-indole-7-carboxamide